BrC1=CC=C(C=N1)OCCCNC 3-(6-bromopyridin-3-yloxy)-N-methylpropan-1-amine